FC(C(=CC(F)F)C(F)F)F 1,1,4,4-tetrafluoro-2-(difluoromethyl)-but-2-ene